3-methyl-2-(7-(1-methylpiperidin-3-yl)furo[3,2-c]pyridazin-3-yl)-5-(trifluoromethyl)phenol CC=1C(=C(C=C(C1)C(F)(F)F)O)C1=CC2=C(N=N1)C(=CO2)C2CN(CCC2)C